BrC1=C(C(=CC(=C1)Br)/C=N/[C@H](C(C)(C)C)CO)O 2,4-dibromo-6-[(E)-[(1R)-1-(hydroxymethyl)-2,2-dimethyl-propyl]iminomethyl]phenol